[(2R,3R,4S,5S,6S)-3,4,5,6-tetrabenzyloxytetrahydropyran-2-yl]methanol C(C1=CC=CC=C1)O[C@@H]1[C@H](O[C@@H]([C@H]([C@H]1OCC1=CC=CC=C1)OCC1=CC=CC=C1)OCC1=CC=CC=C1)CO